FC(C1=NC(=NO1)C1=CC=C(C=C1)CN(S(=O)(=O)CC)C1=CC(=CC=C1)C(F)(F)F)(F)F N-({4-[5-(trifluoromethyl)-1,2,4-oxadiazol-3-yl]phenyl}methyl)-N-[3-(trifluoromethyl)phenyl]ethanesulfonamide